(S)-quinuclidin-3-yl((R)-6-(4-ethyl-3-fluorophenyl)-2,2-dimethyl-1,2,3,4-tetrahydronaphthalen-1-yl)carbamate N12C[C@H](C(CC1)CC2)OC(N[C@@H]2C(CCC1=CC(=CC=C21)C2=CC(=C(C=C2)CC)F)(C)C)=O